4-tert-butylphenol C(C)(C)(C)C1=CC=C(C=C1)O